8-methyl-7-(piperidin-4-yl)-5-((3-(trifluoromethyl)pyrazin-2-yl)methyl)pyrido[2,3-b]pyrazin-6(5H)-one CC1=C(C(N(C2=NC=CN=C21)CC2=NC=CN=C2C(F)(F)F)=O)C2CCNCC2